The molecule is an organic anion obtained by deprotonation of the amide group of oxidized Renilla luciferin. It is the major microspecies at pH 7.3 (according to Marvin v 6.2.0.). It is a conjugate base of an oxidized Renilla luciferin. C1=CC=C(C=C1)CC2=NC(=CN=C2NC(=O)CC3=CC=CC=C3)C4=CC=C(C=C4)[O-]